(4-chloro-1H-pyrrol-2-yl){(2R,5S)-5-[3-(4-chloro-1H-pyrrol-2-yl)-1,2,4-oxadiazol-5-yl]-2-methylpiperidin-1-yl}methanone ClC=1C=C(NC1)C(=O)N1[C@@H](CC[C@@H](C1)C1=NC(=NO1)C=1NC=C(C1)Cl)C